FC12CC(C1)(C2)N2C(N([C@@H](C2)C#N)C2=CN=CC1=CC=CC=C21)=O (S)-1-(3-fluoro-bicyclo[1.1.1]pent-1-yl)-3-(isoquinolin-4-yl)-2-oxoimidazoline-4-carbonitrile